C1(CCC1)C=1C(=NN(C1NC(CC(C)(C)C)=O)C)C1=CC=C(C=C1)C(C)(C)O N-(4-cyclobutyl-3-(4-(2-hydroxypropan-2-yl)phenyl)-1-methyl-1H-pyrazol-5-yl)-3,3-dimethylbutanamide